6-(3-chloro-phenyl)-pyrimidine-4-carboxylic acid (2,6-dimethyl-pyridin-3-yl)-amide CC1=NC(=CC=C1NC(=O)C1=NC=NC(=C1)C1=CC(=CC=C1)Cl)C